(R)-1-cyclopropylprop-2-en-1-amine C1(CC1)[C@@H](C=C)N